ClC1=C(CC2=C3N=C(C(=NC3=CC=C2)N)N)C=CC=C1 (2-chlorobenzyl)quinoxaline-2,3-diamine